4-chloro-N-[1-(6-chloropyridazin-3-yl)cyclopropyl]butanamide ClCCCC(=O)NC1(CC1)C=1N=NC(=CC1)Cl